BrC=1C=C(C=C(C1O)Br)CC(=O)O 2-(3,5-dibromo-4-hydroxyphenyl)acetic acid